6-(4-ethyl-3-(hydroxymethyl)-5-oxo-4,5-dihydro-1H-1,2,4-triazol-1-yl)-7-fluoro-4-isopropyl-2-(o-tolyl)quinoline-1-oxide C(C)N1C(=NN(C1=O)C=1C=C2C(=CC(=[N+](C2=CC1F)[O-])C1=C(C=CC=C1)C)C(C)C)CO